benzyl-L-alanine hydrochloride Cl.C(C1=CC=CC=C1)N[C@@H](C)C(=O)O